CCCCCCCCCCCCCCCCCCCCC(=O)O[C@H](COC(=O)CCCCCCCCC/C=C\C/C=C\CCCCC)COP(=O)(O)OC[C@H](CO)O 1-(11Z,14Z-eicosadienoyl)-2-heneicosanoyl-glycero-3-phospho-(1'-sn-glycerol)